C(C)(=O)OCC1=CC=C(C=C1)NC1=CC(=NC=C1[N+](=O)[O-])Br 4-((2-bromo-5-nitropyridin-4-yl)amino)benzyl acetate